C1(CCCCC1)B1OC(CN(CC(O1)=O)C)=O 2-cyclohexyl-6-methyl-1,3,6,2-dioxazaborocane-4,8-dione